(5S)-5-[6-[2-hydroxy-6-methyl-4-(trifluorometh-yl)phenyl]-3-methyl-pyrazolo[3,4-b]pyridin-2-yl]-1-methyl-piperidin-2-one OC1=C(C(=CC(=C1)C(F)(F)F)C)C=1C=CC=2C(N1)=NN(C2C)[C@H]2CCC(N(C2)C)=O